TMS-propargyl alcohol [Si](C)(C)(C)C(C#C)O